C(C)(C)C=1C(=NNC1C=1C=C(C=2N(C1)N=CN2)OC)C2=NC=C(C(=C2)C)C2CCNCC2 6-(4-isopropyl-3-(4-methyl-5-(piperidin-4-yl)pyridin-2-yl)-1H-pyrazol-5-yl)-8-methoxy-[1,2,4]triazolo[1,5-a]pyridine